3-Isocyanato-propyl-trimethoxysilan N(=C=O)CCC[Si](OC)(OC)OC